OC1=C(C2=CC=CC=C2C=C1)C1=C2C(=NC(=C1C#N)N1CC3(CN(C3)C(C=C)=O)CC1)CC(OC2)(C)C 4-(2-hydroxy-1-naphthalenyl)-7,7-dimethyl-2-(2-(2-propenoyl)-2,6-diazaspiro[3.4]octan-6-yl)-7,8-dihydro-5H-pyrano[4,3-b]pyridine-3-carbonitrile